3-Chloro-5-isopropyl-8-(3-(methylsulfinyl)azetidin-1-yl)isoquinoline ClC=1N=CC2=C(C=CC(=C2C1)C(C)C)N1CC(C1)S(=O)C